(2S)-3-[5-[bis(2-hydroxyethyl)amino]-1-methyl-benzimidazol-2-yl]-2-(tert-butoxycarbonylamino)propionic acid ethyl ester C(C)OC([C@H](CC1=NC2=C(N1C)C=CC(=C2)N(CCO)CCO)NC(=O)OC(C)(C)C)=O